Benzyl 4-(4-chlorobenzamido)-3-oxopiperidine-1-carboxylate ClC1=CC=C(C(=O)NC2C(CN(CC2)C(=O)OCC2=CC=CC=C2)=O)C=C1